F[C@@H](COC1=C(C=NC=C1)C(=O)N)C 4-[(2R)-2-fluoropropoxy]pyridine-3-carboxamide